3,5-dibromo-4-chlorobutyl-benzene BrC(CCC1=CC=CC(=C1)Br)CCl